IC1=NNC2=CN=C(C=C21)OC(F)(F)F 3-iodo-5-(trifluoromethoxy)-1H-pyrazolo[3,4-c]pyridine